C1(=CC=CC=C1)C(=O)N1C2=C(N3C(CC1)=NC(=C3)C3CC3)C=C(C(=C2)F)C(=O)NC=2N=C(SC2)C2=NN=CN2C(C)C 6-phenylcarbonyl-2-cyclopropyl-N-[2-(4-isopropyl-4H-1,2,4-triazol-3-yl)thiazol-4-yl]-8-fluoro-5,6-dihydro-4H-benzo[b]imidazo[1,2-d][1,4]diazepine-9-carboxamide